[N+](=O)([O-])C1=C(C(=CC(=C1)[N+](=O)[O-])C)C(=O)O 3,5-dinitroo-toluic acid